Ethylphosphine C(C)P